COCCOCCOCCOCCOCCOCCOCCOCCOCCN 2,5,8,11,14,17,20,23,26-nonaoxaoctacosan-28-amine